1-(5-((1-(cyclohexylmethyl)azetidin-3-yl)methyl)pyrazolo[1,5-a]pyridin-3-yl)dihydropyrimidine-2,4(1H,3H)-dione C1(CCCCC1)CN1CC(C1)CC1=CC=2N(C=C1)N=CC2N2C(NC(CC2)=O)=O